FC=1C=CC2=C(C(NC=3CN(CC(C23)=O)C)=O)C1 8-fluoro-3-methyl-3,4-dihydrobenzo[c][1,7]naphthyridine-1,6(2H,5H)-dione